C(CCCC)(=O)C1=C(C(=O)O)C=CC=C1.C(CCCCCC)N n-heptylamine 2-(alpha-n-pentanonyl)benzoate